2-(methylthio)ethylmethacryloyl-S-(sulfopropyl)-sulfonium CSCC[S+](CCCS(=O)(=O)O)C(C(=C)C)=O